CC1(CN(CCN1C(=O)C1=CC=2N(C=C1)N=CC2)C(=O)OC(C)(C)C)C tert-butyl 3,3-dimethyl-4-{pyrazolo[1,5-a]pyridine-5-carbonyl}piperazine-1-carboxylate